6-methyl-5-[1,3,4]oxadiazol-2-yl-2-oxo-1-(3-trifluoromethylphenyl)-1,2-dihydro-pyridine-3-carboxylic acid 4-(propane-2-sulfonyl)-benzylamide CC(C)S(=O)(=O)C1=CC=C(CNC(=O)C=2C(N(C(=C(C2)C=2OC=NN2)C)C2=CC(=CC=C2)C(F)(F)F)=O)C=C1